NC1CCC(CC1)NC1=NC2=C(C=C(C=C2C=N1)C1=C(C=C(C=C1)NS(=O)(=O)C1=C(C=CC=C1)Cl)C)OC N-(4-(2-(((1r,4r)-4-aminocyclohexyl)amino)-8-methoxyquinazolin-6-yl)-3-methyl-phenyl)-2-chloro-benzenesulfonamide